potassium (S)-((4-(tert-butoxycarbonyl)-3-isopropylpiperazin-1-yl)methyl)trifluoroborate C(C)(C)(C)OC(=O)N1[C@H](CN(CC1)C[B-](F)(F)F)C(C)C.[K+]